C(C)(=O)C1=NC2=C3N=CC=CC3=CC=C2C=C1 2-acetyl-1,10-phenanthroline